FC(C(C(F)(F)F)(O)C1=CC=C(C=C1)C1=C(C=C(C=C1)CN1C(CN(CC1)CC1=CC=NC=C1)C(=O)NC(C)C)C)(F)F 1-((4'-(1,1,1,3,3,3-hexafluoro-2-hydroxypropan-2-yl)-2-methyl-[1,1'-biphenyl]-4-yl)methyl)-N-isopropyl-4-(pyridin-4-ylmethyl)piperazine-2-carboxamide